(2S,4R)-4-hydroxy-1-[(2S)-2-[4-[2-(methanesulfonamido)ethyl]triazol-1-yl]-3,3-dimethyl-butanoyl]-N-methyl-pyrrolidine-2-carboxamide O[C@@H]1C[C@H](N(C1)C([C@H](C(C)(C)C)N1N=NC(=C1)CCNS(=O)(=O)C)=O)C(=O)NC